(E)-N-(4-(1-(6-(4-(9-(2-(2,6-dioxopiperidin-3-yl)-1-oxoisoindoline-4-yl)non-8-yn-1-yl)piperazin-1-yl)nicotinoyl)piperidin-4-yl)butyl)-3-(pyridin-3-yl)acrylamide O=C1NC(CCC1N1C(C2=CC=CC(=C2C1)C#CCCCCCCCN1CCN(CC1)C1=NC=C(C(=O)N2CCC(CC2)CCCCNC(\C=C\C=2C=NC=CC2)=O)C=C1)=O)=O